10,13-dimethyl-17-[(2R)-6-methylheptan-2-yl]-2,3,4,7,8,9,11,12,14,15,16,17-dodecahydro-1H-cyclopenta[a]phenanthren-3-ol CC12C3CCC4(C(CCC4C3CC=C2CC(CC1)O)[C@H](C)CCCC(C)C)C